C(C)(C)(C)NC(CN1CCC2(C[C@@H]2NC(C2=CC(=CC(=C2)C(F)(F)F)C(F)(F)F)=O)CC1)=O (S)-N-(6-(2-(tert-butylamino)-2-oxoethyl)-6-azaspiro[2.5]oct-1-yl)-3,5-bis(trifluoromethyl)benzamide